(4-(2-(2-Aminopyridin-3-yl)-5-(cyclopent-1-en-1-yl)-3H-imidazo[4,5-b]pyridin-3-yl)phenyl)methanol NC1=NC=CC=C1C1=NC=2C(=NC(=CC2)C2=CCCC2)N1C1=CC=C(C=C1)CO